FC1(CCN(CCC1)C1=NC2=CC(=CC=C2C=C1C(=O)O)F)F 2-(4,4-difluoroazepan-1-yl)-7-fluoroquinoline-3-carboxylic acid